C(CCCC#C)NC(OC(C)(C)C)=O tert-butyl hex-5-yn-1-ylcarbamate